tert-butyl 2-(5-fluoro-2-methoxypyridin-3-yl)-3-azabicyclo[3.1.0]hexane-3-carboxylate FC=1C=C(C(=NC1)OC)C1C2CC2CN1C(=O)OC(C)(C)C